C1(CCCCC1)OCC#CC1=NC=2N(C(N(C(C2N1CC1=CC(=C(C=C1)F)F)=O)CCCO)=O)C (3-(cyclohexyloxy)prop-1-yn-1-yl)-7-(3,4-difluorobenzyl)-1-(3-hydroxypropyl)-3-methyl-3,7-dihydro-1H-purine-2,6-dione